N-{4-[7-cyclopropyl-3-(pyridin-2-yl)-1H-pyrrolo[3,2-b]pyridin-2-yl]pyridin-2-yl}-2-(4-fluorophenyl)acetamide C1(CC1)C1=C2C(=NC=C1)C(=C(N2)C2=CC(=NC=C2)NC(CC2=CC=C(C=C2)F)=O)C2=NC=CC=C2